8-amino-6-fluoro-1-tetralone NC=1C=C(C=C2CCCC(C12)=O)F